N1(C=CC2=CC=CC=C12)C1=NC(=NC(=N1)N1N=NC=C1)N1CCNC2(COC2)C1 8-(4-(1H-indol-1-yl)-6-(1H-1,2,3-triazol-1-yl)-1,3,5-triazin-2-yl)-2-oxa-5,8-diazaspiro[3.5]nonane